ClC1=C(C=2N=C3N(CCN(C3)C(CCOCCC)=O)C2N=C1)C 1-(3-(3-chloro-4-methyl-8,9-dihydropyrido[3',2':4,5]imidazo[1,2-a]pyrazin-7(6H)-yl)-3-oxopropoxy)propan